BrCCCS(=O)(=N)C1=CC=C(O1)C(=O)OC methyl 5-(3-bromopropylsulfonimidoyl)furan-2-carboxylate